(1S,2R)-N-(4-cyclobutyl-3-(4-fluorophenyl)-1-methyl-1H-pyrazol-5-yl)-2-fluorocyclopropane-1-carboxamide C1(CCC1)C=1C(=NN(C1NC(=O)[C@H]1[C@@H](C1)F)C)C1=CC=C(C=C1)F